IC=1C=C(C=CC1)NC(C(=O)N1CCN(CC1)C(=O)OC(C)(C)C)(C)C tert-butyl 4-{2-[(3-iodophenyl)amino]-2-methylpropanoyl}piperazine-1-carboxylate